C[Si](C)(C)C[Mg]C[Si](C)(C)C bis((trimethylsilyl)methyl)magnesium